4-(((R)-1-(3-(difluoromethyl)-2-fluorophenyl)ethyl)amino)-2-methyl-7-oxo-N-(1-phenylethyl)-7,8-dihydropyrido[2,3-d]pyrimidine-6-carboxamide FC(C=1C(=C(C=CC1)[C@@H](C)NC=1C2=C(N=C(N1)C)NC(C(=C2)C(=O)NC(C)C2=CC=CC=C2)=O)F)F